sodium bisfluorosulfonyl sulfite S(=O)(OS(=O)(=O)F)OS(=O)(=O)F.[Na]